ClC=1N=C(C2=C(N1)C(=C(N=C2)Cl)F)N2CCOC[C@H](C2)O (S)-4-(2,7-dichloro-8-fluoropyrido[4,3-d]pyrimidin-4-yl)-1,4-oxazepan-6-ol